S(CCO)CCO L-2,2'-thiodiethanol